N-((7-(5-(Difluoromethyl)-1,3,4-Oxadiazol-2-Yl)Imidazo[1,2-a]Pyridin-2-Yl)Methyl)-4-Ethyl-N-(3-Fluorophenyl)-Piperazine-1-Sulfonamide FC(C1=NN=C(O1)C1=CC=2N(C=C1)C=C(N2)CN(S(=O)(=O)N2CCN(CC2)CC)C2=CC(=CC=C2)F)F